2-(7-(2,4-dichlorophenyl)-2-(ethylsulfanyl)pyrazolo[1,5-a]pyrimidin-3-yl)-3-methyl-6-(trifluoromethyl)-3H-imidazo[4,5-c]pyridine ClC1=C(C=CC(=C1)Cl)C1=CC=NC=2N1N=C(C2C2=NC1=C(C=NC(=C1)C(F)(F)F)N2C)SCC